FC(C=1C(=C(C=CC1)[C@@H](C)NC=1C2=C(N=C(N1)C)N=C(C(=C2)C2CCS(CC2)(=O)=O)OCCN(C)C)F)F (R)-4-(4-((1-(3-(difluoromethyl)-2-fluorophenyl)ethyl)amino)-7-(2-(dimethylamino)ethoxy)-2-methylpyrido[2,3-d]pyrimidin-6-yl)tetrahydro-2H-thiopyran 1,1-dioxide